C1N(CC2=CC=CC=C12)CC1=CC(=C(OCC2=CC=C(C(=O)N(C)C)C=C2)C=C1)S(=O)(=O)C 4-((4-(Isoindolin-2-ylmethyl)-2-(methylsulfonyl)phenoxy)methyl)-N,N-dimethylbenzamide